ClC1=CC=C(C=C1)C(N1[C@@H](CN(CC1)C1=C(C(N(C=2C=CC(=NC12)C#N)C)=O)Cl)CC)C1=CC=C(C=C1)Cl (R)-8-(4-(bis(4-chlorophenyl)methyl)-3-ethylpiperazin-1-yl)-7-chloro-5-methyl-6-oxo-5,6-dihydro-1,5-naphthyridine-2-carbonitrile